(1R)-1-[3-(5-chloro-2-methoxyphenyl)-1,2,4-oxadiazol-5-yl]-6-azaspiro[2.5]octane-6-sulfonamide ClC=1C=CC(=C(C1)C1=NOC(=N1)[C@@H]1CC12CCN(CC2)S(=O)(=O)N)OC